ClC1=C(C(=O)N2COC3=C(C2)C=CC=C3C3=CC(=C(C(=O)O)C=C3F)N3C2COCC3CC2)C(=CC(=C1)N1CCN(CC1)CC1OCCC1)Cl 4-[3-[2,6-Dichloro-4-[4-(oxolan-2-ylmethyl)piperazin-1-yl]benzoyl]-2,4-dihydro-1,3-benzoxazin-8-yl]-5-fluoro-2-(3-oxa-8-azabicyclo[3.2.1]octan-8-yl)benzoic acid